2-Methylazelaic acid CC(C(=O)O)CCCCCCC(=O)O